N-vinylpyrrolidone, vinylbenzyltrimethylammonium salt C(=C)C[N+](C)(C)CC1=CC=CC=C1.C(=C)N1C(CCC1)=O